tert-butyl(1-(5-bromopyrimidin-2-yl)cyclopropyl)carbamate C(C)(C)(C)OC(NC1(CC1)C1=NC=C(C=N1)Br)=O